methyl 2-((4-(6-((4-chloro-2-fluorobenzyl) oxy) pyridin-2-yl) piperidin-1-yl) (cyclopropyl) methyl)-1-(((S)-oxetan-2-yl) methyl)-1H-benzimidazole-6-carboxylate ClC1=CC(=C(COC2=CC=CC(=N2)C2CCN(CC2)C(C2=NC3=C(N2C[C@H]2OCC2)C=C(C=C3)C(=O)OC)C3CC3)C=C1)F